C(C1=CC=CC=C1)N1C(N2[C@@H](SC[C@H]2[C@@H]1[C@]1(C(CCCC1)=O)O)C1=CC=CC=C1)=O (3S,7R,7aR)-6-benzyl-7-((R)-1-hydroxy-2-oxocyclohexyl)-3-phenyltetrahydro-3H,5H-imidazo[1,5-c]thiazol-5-one